ClC1=C(CSC=2N(C3=CC=CC=C3C2)C2=NC=CC=C2)C=CC=C1 2-((2-chlorobenzyl)thio)-1-(pyridin-2-yl)-1H-indole